(R)-1-((2-(2-chloro-3'-(3-(((R)-3-hydroxypyrrolidin-1-yl)methyl)-1,7-naphthyridin-8-ylamino)-2'-methylbiphenyl-3-yl)-7-cyanobenzo[d]oxazol-5-yl)methyl)pyrrolidine-3-carboxylic acid ClC1=C(C=CC=C1C=1OC2=C(N1)C=C(C=C2C#N)CN2C[C@@H](CC2)C(=O)O)C2=C(C(=CC=C2)NC=2N=CC=C1C=C(C=NC21)CN2C[C@@H](CC2)O)C